N1=CC=CC2=CC=CC=C12 1-Azanaphthaline